3H-[1,2,3]triazolo[4,5-b]pyridin-3-ol N1=NN(C2=NC=CC=C21)O